[6-(3-methyl-1H-pyrrolo[2,3-b]pyridin-5-yl)-8-[pyrrolidin-2-yl]-3,4-dihydroisoquinolin-2(1H)-yl]methanone CC1=CNC2=NC=C(C=C21)C=2C=C1CCN(CC1=C(C2)C2NCCC2)C=O